C1(CC(CC(C1)C(=O)O)C(=O)O)C(=O)O 1,3,5-Cyclohexanetricarboxylic acid